6-cyclopentyl-5-iodo-2-[1-(1-methylethyl)-1H-imidazol-5-yl]-4(3H)-pyrimidinone C1(CCCC1)C1=C(C(NC(=N1)C1=CN=CN1C(C)C)=O)I